(Z)-methyl(1-(((5-(4,4,4-trifluoro-1-(3-fluoro-1-(tetrahydro-2H-pyran-2-yl)-1H-indazol-5-yl)-2-phenylbut-1-en-1-yl)pyridin-2-yl)oxy)methyl)cyclopropyl)carbamate COC(NC1(CC1)COC1=NC=C(C=C1)\C(=C(\CC(F)(F)F)/C1=CC=CC=C1)\C=1C=C2C(=NN(C2=CC1)C1OCCCC1)F)=O